(6aR)-8-acryloyl-4-chloro-3-(3,6-difluoro-2-hydroxyphenyl)-1-((S)-2,4-dimethylpiperazin-1-yl)-6,6a,7,8,9,10-hexahydro-12H-pyrazino[2,1-c]pyrido[3,4-f][1,4]oxazepin-12-one C(C=C)(=O)N1C[C@@H]2COC3=C(C(N2CC1)=O)C(=NC(=C3Cl)C3=C(C(=CC=C3F)F)O)N3[C@H](CN(CC3)C)C